NC1=C(C=CC(=C1F)NCC1=CC=C(C=C1)C(F)(F)F)NC(CCCCCC)=O N-(2-amino-3-fluoro-4-((4-(trifluoromethyl)benzyl)amino)phenyl)heptanamide